4-{[3-benzyl-5-(2-(2-phenylacetamido)benzo[d]thiazol-6-yl)-1H-pyrazol-1-yl]methyl}-N-hydroxybenzoamide C(C1=CC=CC=C1)C1=NN(C(=C1)C1=CC2=C(N=C(S2)NC(CC2=CC=CC=C2)=O)C=C1)CC1=CC=C(C(=O)NO)C=C1